CNC(C1=NC=C(C=C1)OCCCN1CCC(CC1)C1=NC2=CC=CC=C2C(N1)=O)=O N-methyl-5-(3-(4-(4-oxo-3,4-dihydroquinazolin-2-yl)piperidin-1-yl)propoxy)picolinamide